(RS)-2-[(4-fluorophenyl)sulfonyl]hexahydropyrrolo[1,2-a]pyrazin-6-one FC1=CC=C(C=C1)S(=O)(=O)N1C[C@@H]2N(CC1)C(CC2)=O |r|